6-((5-chloro-[1,2,4]triazolo[1,5-a]pyrimidin-7-yl)amino)-1-methyl-3-(2-(methylamino)ethoxy)quinolin ClC1=NC=2N(C(=C1)NC=1C=C3C=C(CN(C3=CC1)C)OCCNC)N=CN2